OC1=CC=C(C=2C(C3=C(C=CC(=C3C(C12)=O)NCCNCCO)NCCNCCO)=O)O 1,4-dihydroxy-5,8-bis[2-(2-hydroxyethylamino)ethyl-amino]-anthracene-9,10-dione